8-((R)-3-aminopyrrolidin-1-yl)-6-cyclopropyl-2-methyl-4-(((R)-1-(2-methyl-3-(trifluoromethyl)phenyl)ethyl)amino)-2,6-dihydropyrido[3,4-d]pyridazine-1,7-dione N[C@H]1CN(CC1)C=1C(N(C=C2C(=NN(C(C21)=O)C)N[C@H](C)C2=C(C(=CC=C2)C(F)(F)F)C)C2CC2)=O